C(N)(=N)SC(CC(=O)O)C(F)(F)F 3-(carbamimidoyl-sulfanyl)-4,4,4-trifluoro-butanoic acid